COC(C/C=C(\C(=O)OC(C)(C)C)/N=C(C1=CC=CC=C1)C1=CC=CC=C1)=O (E)-2-(diphenylmethyleneamino)pent-2-enedioic acid 1-tert-butyl 5-methyl ester